COC1=C(C(=CC(=C1)C(F)(F)F)C)C1=CC=C2C(=N1)NC(=N2)[C@@H]2N(CCCC2)C |r| (rac)-5-(2-Methoxy-6-methyl-4-(trifluoromethyl)phenyl)-2-(1-methylpiperidin-2-yl)-3H-imidazo[4,5-b]pyridine